BrC=1C=CC2=C(C(=N[C@H](C=3N2C(=NN3)S)CCC(=O)OC)C3=NC=CC=C3)C1 methyl (S)-3-(8-bromo-6-(pyridin-2-yl)-1-mercapto-4H-benzo[f][1,2,4]triazolo[4,3-a][1,4]diazepin-4-yl)propionate